ClC=1C=NC=2C(=C(C(=C(C2C1)C#N)C=1N(N=CC1I)C)F)C 3-chloro-7-fluoro-6-(4-iodo-2-methyl-pyrazol-3-yl)-8-methyl-quinoline-5-carbonitrile